4-(4-{[4-chloro-5-(trifluoromethyl)pyrimidin-2-yl]amino}-3-cyclopropyl-1H-pyrazol-1-yl)piperidine-1-carboxylate ClC1=NC(=NC=C1C(F)(F)F)NC=1C(=NN(C1)C1CCN(CC1)C(=O)[O-])C1CC1